C(C)(C)(C)OC(C#CC(C1=CC=CC=C1)OC(C(CCC(=O)O)=O)=O)=O 5-((4-(tert-butoxy)-4-oxo-1-phenylbut-2-yn-1-yl)oxy)-4,5-dioxopentanoic acid